4-((R)-10-Acryloyl-2-fluoro-4-methyl-14-oxo-8,8a,9,10,11,12-hexahydro-7H,14H-pyrazino[1',2':5,6][1,5]diazocino[3,2,1-hi]indol-3-yl)-2-amino-7-fluorobenzo[b]thiophene-3-carbonitrile C(C=C)(=O)N1C[C@@H]2N(C(C=3C=C(C(=C4C(=CN(C34)CC2)C)C2=CC=C(C=3SC(=C(C32)C#N)N)F)F)=O)CC1